(S)-6-chloro-3-((1-(2-(5,7-dihydro-6H-pyrrolo[3,4-b]pyrazin-6-yl)-3,6-dimethyl-4-oxo-3,4-dihydroquinazolin-8-yl)ethyl)amino)picolinic acid ClC1=CC=C(C(=N1)C(=O)O)N[C@@H](C)C=1C=C(C=C2C(N(C(=NC12)N1CC2=NC=CN=C2C1)C)=O)C